NCCCCN 1,4-diaminon-butane